N1N=CC(=C1)C1=CC=C(C=C1)NC1=NC(=NC=C1)C1=CC=C2C=C(NC2=C1)C(=O)N(C1COC1)C 6-(4-((4-(1H-pyrazol-4-yl)phenyl)amino)pyrimidin-2-yl)-N-methyl-N-(oxetan-3-yl)-1H-indole-2-carboxamide